2,3,4,6-tetra-O-acetyl-1-fluoro-galactose C(C)(=O)O[C@@H](C(=O)F)[C@@H](OC(C)=O)[C@@H](OC(C)=O)[C@H](O)COC(C)=O